C[C@@]12C[C@H](N([C@H]2C1)C(CNC(CCCOC1=CC=C(C=C1)C1(COC1)C)=O)=O)C(=O)O (1S,3S,5S)-5-methyl-2-((4-(4-(3-methyloxetan-3-yl)phenoxy)butanoyl)glycyl)-2-azabicyclo[3.1.0]hexane-3-carboxylic acid